N1N=CC=2N=CSC21 1H-pyrazolo[4,3-d]thiazole